2-((((3-(diethylamino)propoxy)carbonyl)oxy)methyl)-9-(heptadecan-9-yloxy)-9-oxononyl heptadecan-9-yl glutarate C(CCCC(=O)OC(CCCCCCCC)CCCCCCCC)(=O)OCC(CCCCCCC(=O)OC(CCCCCCCC)CCCCCCCC)COC(=O)OCCCN(CC)CC